2-(2-bromobenzoyl)-N-methylhydrazine-1-thiocarboxamide BrC1=C(C(=O)NNC(NC)=S)C=CC=C1